C(C)OC(C(CC1(CCCCC1)O)C1=CC=CC=C1)=O 3-(1-hydroxycyclohexyl)-2-phenylpropionic acid ethyl ester